4-[2-(dimethylamino)ethoxy]-2-methylbenzoyl chloride CN(CCOC1=CC(=C(C(=O)Cl)C=C1)C)C